NC1=NC=NN2C1=C(C=C2C=2C=C(C(=NC2)C)C(=O)N[C@@H]2CN(C[C@@H]2C)C(=O)C2CCCC2)C(F)(F)F 5-[4-amino-5-(trifluoromethyl)pyrrolo[2,1-f][1,2,4]triazin-7-yl]-N-[(3S,4S)-1-cyclopentanecarbonyl-4-methylpyrrolidin-3-yl]-2-methylpyridine-3-carboxamide